FC(C(=O)O)(F)F.N1=C(C=CC=C1)CCCC(=O)N 4-(pyridin-2-yl)butanamide trifluoroacetate